1-(3-(4-phenyl-1H-1,2,3-triazol-1-yl)phenyl)ethan-1-ol C1(=CC=CC=C1)C=1N=NN(C1)C=1C=C(C=CC1)C(C)O